C(C)(C)OC=1C=C(NC2C(N(CC2)CC(F)(F)F)=O)C=C(C1)C(F)(F)F 3-[3-Isopropoxy-5-(trifluoromethyl)anilino]-1-(2,2,2-trifluoroethyl)pyrrolidin-2-one